N[C@@H](CC(=O)OCC[Si](C)(C)C)C(=O)OC(C)(C)C 1-tert-Butyl 4-[2-(trimethylsilyl)ethyl] L-aspartat